pentenyl-phthalide C(=CCCC)C1OC(=O)C2=CC=CC=C12